C(C)(C)(C)OC(=O)N1CC=2N(CCC1)N=C(C2Cl)C(=O)O 5-(tert-Butoxycarbonyl)-3-chloro-5,6,7,8-tetrahydro-4H-pyrazolo[1,5-a][1,4]diazepine-2-carboxylic acid